5-({3-fluoro-2-[(methylsulfamoyl)amino]pyridin-4-yl}oxy)-4-methylpyridin-3-amine FC=1C(=NC=CC1OC=1C(=C(C=NC1)N)C)NS(NC)(=O)=O